6-(2,2,2-trifluoroethyl)-N-(piperidin-4-yl)thieno-[2,3-d]Pyrimidin-4-amine FC(CC1=CC2=C(N=CN=C2NC2CCNCC2)S1)(F)F